CN(C1CCC(CC1)NC=1N=CC2=C(N1)NC(=C2)C=2C=CC(=C(C2)NC(CC2=CC=C(C=C2)F)=O)F)C N-(5-(2-(((1r,4r)-4-(dimethylamino)cyclohexyl)amino)-7H-pyrrolo[2,3-d]pyrimidin-6-yl)-2-fluorophenyl)-2-(4-fluorophenyl)acetamide